(3S,4S,5S,6R)-4,5,6-tri(phenoxy)-3-[(phenoxy)methyl]-2,2-dichloro-3-hydroxycyclohexan-1-one O(C1=CC=CC=C1)[C@@H]1[C@@](C(C([C@@H]([C@H]1OC1=CC=CC=C1)OC1=CC=CC=C1)=O)(Cl)Cl)(O)COC1=CC=CC=C1